CN(S(=O)(=O)C=1C=C(C(=O)N2[C@H](CCC2)C(=O)N)C=CC1)C 1-(3-(dimethylsulfamoyl)benzoyl)-D-prolinamide